7-(2,8-Dimethylimidazo[1,2-b]pyridazin-6-yl)-2-piperazino-[1,3,4]thiadiazolo[3,2-a]pyrimidin-5-on CC=1N=C2N(N=C(C=C2C)C=2N=C3N(C(C2)=O)N=C(S3)N3CCNCC3)C1